ethyl-3-methyl-1,2,3,4-tetrahydroquinoline C(C)N1CC(CC2=CC=CC=C12)C